FC1=C(C(=CC=C1)F)C=1N=C(C2=C(N1)CNC2=O)NC2=CC=C(C=C2)CC(=O)OCC ethyl 2-(4-((2-(2,6-difluorophenyl)-5-oxo-6,7-dihydro-5H-pyrrolo[3,4-d]pyrimidin-4-yl)amino)phenyl)acetate